6-chloro-N-(4,4-difluorocyclohexyl)-2-(3,5-dimethyl-1H-pyrazol-1-yl)pyrimidin-4-amine ClC1=CC(=NC(=N1)N1N=C(C=C1C)C)NC1CCC(CC1)(F)F